N1C=C(C=CC1)S(=O)(=O)N1C=C(C=C1C1=C(C=CC=C1)F)CNC 1-(1-((1,6-dihydropyridin-3-yl)sulfonyl)-5-(2-fluorophenyl)-1H-pyrrole-3-yl)-N-methyl-methylamine